(S)-5-(Pyrazolo[1,5-a]pyrimidin-5-yl)-N-(1,1,1-trifluoropropan-2-yl)-7H-pyrrolo[2,3-d]pyrimidin-2-amine N1=CC=C2N1C=CC(=N2)C2=CNC=1N=C(N=CC12)N[C@H](C(F)(F)F)C